P(=O)(O)(O)O.C(C)(C)(C)C1=C(C=CC=C1)C(C)(C)C di-tert-butyl-benzene phosphate